C1(=NC=CC2=C1C[C@@H]1CC[C@H]2N1)C#N (5R,8S)-6,7,8,9-Tetrahydro-5H-5,8-epiminocyclohepta[c]pyridine-1-carbonitrile